C(CCCCCCC=CCCCCCCCC(=O)O)C(=O)O hexadec-8-ene-1,16-dicarboxylic acid